3-[(1,2-oxazol-3-ylacetyl)amino]-1H-pyrazol O1N=C(C=C1)CC(=O)NC1=NNC=C1